N1=CC=C(C=C1)C=1N=C2N(C=CN=C2)C1N 2-(pyridin-4-yl)imidazo[1,2-a]pyrazin-3-amine